C1=CC=CC=2C3=CC=CC=C3C(C12)COC(=O)N[C@H](C(=O)NC=1C=CC(=C(C1)S(=O)(=O)[O-])COC(=O)OC1=CC=C(C=C1)[N+](=O)[O-])CCCNC(=O)N.[Na+] sodium 5-[[(2S)-2-(9H-fluoren-9-ylmethoxycarbonylamino)-5-ureido-pentanoyl] amino]-2-[(4-nitrophenoxy)carbonyloxymethyl]benzenesulfonate